N[C@H](C(=O)O)CCC1=CC(=CC=C1)Cl (S)-2-amino-4-(3-chlorophenyl)butanoic acid